NC=1C=C(OC=2C=CC(=C(C(=O)OC)C2)[N+](=O)[O-])C=CC1F methyl 5-(3-amino-4-fluorophenoxy)-2-nitrobenzoate